C(C(C)C)[C@H]1[C@H](CNC1)O (3R,4R)-4-isobutylpyrrolidin-3-ol